C(#N)C(C)OC1=CC=C(C=C1)/C=C/C(=O)C1=CC=C(C=C1)S(=O)(=O)NCCC(=O)O 3-[[4-[(E)-3-[4-(1-Cyanoethoxy)phenyl]prop-2-enoyl]phenyl]sulfonylamino]propanoic acid